ClC=1C=C(C=CC1)C(C(OC(=O)N[C@@H](CC(C)C)C(=O)OC)C1=CC=CC=C1)(C)C methyl ((2-(3-chlorophenyl)-2-methyl-1-phenylpropoxy) carbonyl)-Z-leucinate